ClC1=C(C=C(C=C1)C=1C=C2C(=NC1)C(=NN2CC=2OC(=NN2)C)F)OC(F)F 2-[[6-[4-Chloro-3-(difluoromethoxy)phenyl]-3-fluoro-pyrazolo[4,3-b]pyridin-1-yl]methyl]-5-methyl-1,3,4-oxadiazole